3-(4-((3,8-diazabicyclo[3.2.1]octan-3-yl)methyl)-1-oxoisoindolin-2-yl)piperidine-2,6-dione C12CN(CC(CC1)N2)CC2=C1CN(C(C1=CC=C2)=O)C2C(NC(CC2)=O)=O